N-(1-((S)-1-(5-Amino-6-((1R,5S)-2-oxo-3-azabicyclo[3.1.0]hexan-3-yl)pyridin-3-yl)ethyl)-1H-pyrazol-4-yl)-6-(3-chloro-6-(difluoromethyl)-2-fluorophenyl)-3-methylpyrazine-2-carboxamide NC=1C=C(C=NC1N1C([C@@H]2C[C@@H]2C1)=O)[C@H](C)N1N=CC(=C1)NC(=O)C1=NC(=CN=C1C)C1=C(C(=CC=C1C(F)F)Cl)F